C(C)(=O)N1CCN(CC1)C=1C=CC(=C(C1)CC(=O)NC(C=1OC(=CC1)C)C1=C(C=C(C=C1)OC)N1CCCCCC1)C 2-[5-(4-acetylpiperazin-1-yl)-2-methylphenyl]-N-{[2-(azepan-1-yl)-4-methoxyphenyl](5-methylfuran-2-yl)methyl}acetamide